(4aR,8aS)-6-(3-(((4,5-bis(trifluoromethyl)pyridin-2-yl)oxy)methyl)azetidine-1-carbonyl)hexahydro-2H-pyrido[4,3-b][1,4]oxazin-3(4H)-one FC(C1=CC(=NC=C1C(F)(F)F)OCC1CN(C1)C(=O)N1C[C@@H]2[C@@H](OCC(N2)=O)CC1)(F)F